ClC1=C(C(=NN1CC)C1=NOC(=C1)C)CN1CC2(CC1=O)CCN(CC2)CCC(C)(C)C 2-((5-Chloro-1-ethyl-3-(5-methylisoxazol-3-yl)-1H-pyrazol-4-yl)methyl)-8-(3,3-dimethylbutyl)-2,8-diazaspiro[4.5]decan-3-one